ClC1=NS(C2=C(N1)C(=CC(=C2)F)C2=C(C=CC=C2)Cl)(=O)=O C3-chloro-5-(2-chlorophenyl)-7-fluoro-4H-benzo[e][1,2,4]thiadiazine 1,1-dioxide